P1(=O)(OC2=C(C=C(C=C2C(C)(C)C)C(C)C)C(C)C2=C(C(=CC(=C2)C(C)C)C(C)(C)C)O1)[O-].[Na+] sodium 2,2'-ethylidene-bis(4-isopropyl-6-tert-butylphenyl) phosphate